CN1C(=NN=C1)[C@H](C=1C=C(C=CC1)N1C(C2=CC(=CC(=C2C1)C(F)(F)F)CNC1(CCC1)C)=O)C1CC(C1)C 2-(3-((S)-(4-methyl-4H-1,2,4-triazol-3-yl)((1r,3S)-3-methylcyclobutyl)methyl)phenyl)-6-(((1-methylcyclobutyl)amino)methyl)-4-(trifluoromethyl)isoindolin-1-one